3-methylbenzeneacetonitrile CC=1C=C(C=CC1)CC#N